BrC=1C=C(OC=2C=C(C=CC2)C2=NC=CC=C2)C=C(C1)C(C)(C)C 2-(3-(3-bromo-5-(tert-butyl)phenoxy)phenyl)pyridine